ClC1=C(C#N)C(=CC(=N1)C(=O)N1CC(C1)CC#N)NC=1C=C2C(=CC(N(C2=CC1)C)=O)NC(C)(C)C1=NC=CC=N1 2-chloro-6-(3-(cyanomethyl)azetidine-1-carbonyl)-4-((1-methyl-2-oxo-4-((2-(pyrimidin-2-yl)propan-2-yl)amino)-1,2-dihydroquinolin-6-yl)amino)nicotinonitrile